FC(S(=O)(=O)OC1=NC=CC2=C1CCC2)(F)F 6,7-dihydro-5H-cyclopenta[1,2-c]pyridin-1-yl trifluoromethanesulfonate